tetraphenyl-ascorbate C1(=CC=CC=C1)C([C@@]([C@@]1(C(=C(C(=O)O1)O)[O-])C1=CC=CC=C1)(O)C1=CC=CC=C1)(O)C1=CC=CC=C1